DiMethyl-BenzimidaZole CC1=CC=CC=2N=C(NC21)C